NC1=C(C=NN1)C(=O)NC1=CC(=C(C=C1)[N+](=O)[O-])O 5-amino-N-(3-hydroxy-4-nitrophenyl)-1H-pyrazole-4-carboxamide